4-(bromomethyl)-3-(difluoromethyl)-1-methylpyrazole BrCC=1C(=NN(C1)C)C(F)F